C(#N)[C@H]1[C@@H](C1)C(=O)NC=1N=CC2=C(N=C(C=C2C1)Cl)Cl |r| (±)-trans-2-cyano-N-(6,8-dichloro-2,7-naphthyridin-3-yl)cyclopropanecarboxamide